N-(4-chlorophenyl)-2-morpholino-5,6,7,8-tetrahydropyrido[3,4-d]pyrimidin-4-amine ClC1=CC=C(C=C1)NC=1C2=C(N=C(N1)N1CCOCC1)CNCC2